3-(4-benzyloxy-3,3-dimethyl-but-1-ynyl)-5-chloro-1-[(4-methoxyphenyl)methyl]pyrazin-2-one C(C1=CC=CC=C1)OCC(C#CC=1C(N(C=C(N1)Cl)CC1=CC=C(C=C1)OC)=O)(C)C